NC1=NC=CC=C1C1=NC=2C(=NC(=CC2)C2=CC=CC=C2)N1C1=CC=C(CN2CCN(CC2)C2=CC(=C(C=O)C(=C2)O)F)C=C1 4-(4-(4-(2-(2-aminopyridin-3-yl)-5-phenyl-3H-imidazo[4,5-b]pyridin-3-yl)benzyl)piperazin-1-yl)-2-fluoro-6-hydroxybenzaldehyde